COC=1N=C2C(=CC=NC2=CC1OC)OC1=CC=C(C=C1)NC(=O)C1=C(N(C(=C(C1=O)C=1SC=CC1)C)C)C N-[4-[(6,7-dimethoxy-1,5-naphthyridin-4-yl)oxy]phenyl]-1,2,6-trimethyl-4-oxo-5-thiophen-2-ylpyridine-3-carboxamide